N1-hydroxy-N8-(5-hydroxy-5,6,7,8-tetrahydronaphthalen-2-yl)octanediamide ONC(CCCCCCC(=O)NC1=CC=2CCCC(C2C=C1)O)=O